1-(o-tolyl)azetidin-2-one C1(=C(C=CC=C1)N1C(CC1)=O)C